FC=1C=C(C[C@@H]2N(OCC2)C2=CC(=NC=N2)NC=2C(=CC(=C(C2)NC(C=C)=O)N2CCN(CC2)C)OC)C=CC1 N-(5-((6-((S)-3-(3-fluorobenzyl)isoxazolidine-2-yl)pyrimidine-4-yl)amino)-4-methoxy-2-(4-methylpiperazine-1-yl)phenyl)acrylamide